(3-methoxypyridin-2-yl)methanamine COC=1C(=NC=CC1)CN